3-bromo-5-trifluoromethyl-o-phenylenediamine BrC=1C(=C(C=C(C1)C(F)(F)F)N)N